N1(N=CN=C1)CCNC=1C(=CC=C(C1)NCC1=CC=CC=C1)C1=CC=CC=C1 N2-(2-(1H-1,2,4-triazol-1-yl)ethyl)-N4-benzyl-[1,1'-biphenyl]-2,4-diamine